2-(3,4-dihydro-2H-pyrrolo[3',2':5,6]pyrido[2,3-b][1,4]oxazepin-1(7H)-yl)benzamide N1(C2=C(OCCC1)N=C1C(=C2)C=CN1)C1=C(C(=O)N)C=CC=C1